N[C@@H]1CN(CCC1)[C@@H]1CC[C@H](CC1)N1C=C(C2=C1N=CN=C2N)C2=CC=C(C=C2)OC2=CC=CC=C2 7-((trans)-4-((S)-3-aminopiperidin-1-yl)cyclohexyl)-5-(4-phenoxyphenyl)-7H-pyrrolo[2,3-d]pyrimidin-4-amine